1-bromo-8-(2-fluorophenyl)naphthalene BrC1=CC=CC2=CC=CC(=C12)C1=C(C=CC=C1)F